Pentaerythritol Distearate C(CCCCCCCCCCCCCCCCC)(=O)OCC(COC(CCCCCCCCCCCCCCCCC)=O)(CO)CO